C(CCCCCCC)C(COC(CCCCCCC(CCCCCCC)OC(CCCN(C)C)=O)=O)CCCCCCCC 8-((4-(dimethylamino)butyryl)oxy)pentadecanoic acid 2-octyldecyl ester